CN1C(=CC(=C1)NC(=O)C=1N(C=CN1)C)C(=O)OC methyl 1-methyl-4-(1-methylimidazole-2-amido)pyrrole-2-carboxylate